ClCC=1C(=NC=CC1F)C1C(NC(CC1)=O)=O 3-(3-(Chloromethyl)-4-fluoropyridin-2-yl)piperidine-2,6-dione